tert-Butyl [1,3]dioxolano[4,5-b]pyridin-6-ylcarbamate O1COC2=NC=C(C=C21)NC(OC(C)(C)C)=O